diazaimidazo[1,2-a]benzimidazole N=1N=NN2C1NC1=C2C=CC=C1